ClC=1C(=NC=CC1)N1N=C(C=C1C(=O)NC=1C(=CC=2N(C1C(=O)NCCSC)N=CC2)C)C(F)(F)F 6-(1-(3-Chloropyridin-2-yl)-3-(trifluoromethyl)-1H-pyrazol-5-carboxamido)-5-methyl-N-(2-(methylthio)ethyl)pyrazolo[1,5-a]pyridin-7-carboxamid